S(=O)(=O)([O-])[O-].[Na+].BrC=1C=C(C=CC1N=C=O)SC(F)(F)F.[Na+] (3-bromo-4-isocyanatophenyl)(trifluoromethyl)sulfane sodium sulfate